(R)-4-chloro-5-(3-((4-(3,6-dihydro-2H-pyran-4-yl)pyridin-2-yl)oxy)pyrrolidin-1-yl)pyridazin-3(2H)-one ClC=1C(NN=CC1N1C[C@@H](CC1)OC1=NC=CC(=C1)C=1CCOCC1)=O